tert-Butyl ((1S,3R)-3-((4-(2-cyanoacetyl)-5-fluoro-6-methylpyridin-3-yl)oxy)cyclopentyl)carbamate C(#N)CC(=O)C1=C(C=NC(=C1F)C)O[C@H]1C[C@H](CC1)NC(OC(C)(C)C)=O